(1-(6-bromopyridin-3-yl)-2,2,2-trifluoro-1-hydroxyethyl) piperidine-1-carboxylate N1(CCCCC1)C(=O)OC(C(F)(F)F)(O)C=1C=NC(=CC1)Br